NC=1C=C2C(=NC1)N(C=C2)COCC[Si](C)(C)C 5-amino-1-[[2-(trimethylsilyl)ethoxy]methyl]-1H-pyrrolo[2,3-b]pyridin